BrCC(COCC(C(=O)OCC1=CC=CC=C1)(C)C1=CC(=CC=C1)I)(C)C benzyl 3-(3-bromo-2,2-dimethylpropoxy)-2-(3-iodophenyl)-2-methylpropanoate